(3-(allyloxy)-5-fluoro-4-formylphenyl)-3,8-diazabicyclo[3.2.1]octane-8-carboxylic acid tert-butyl ester C(C)(C)(C)OC(=O)N1C2(CNCC1CC2)C2=CC(=C(C(=C2)F)C=O)OCC=C